5-[(1-Benzylpyrrolidin-2-yl)methyl]-2-{8-methyl-[1,2,4]triazolo[1,5-a]pyridin-6-yl}-3-(propan-2-yl)-1H-indol C(C1=CC=CC=C1)N1C(CCC1)CC=1C=C2C(=C(NC2=CC1)C=1C=C(C=2N(C1)N=CN2)C)C(C)C